C12CNCC(CC1)N2C=2N=C(C1=C(N2)CCOC1)NC1=CC=C(C=C1)C1=CC=NC=C1 2-(3,8-diazabicyclo[3.2.1]oct-8-yl)-N-(4-(pyridin-4-yl)phenyl)-7,8-dihydro-5H-pyrano[4,3-d]pyrimidin-4-amine